(Z)-2-((6-((2-(aminomethyl)-3-fluoro-allyl)oxy)benzo[d]oxazol-2-yl)amino)-N-methyl-3-phenylpropanamide 4-methylbenzenesulfonate CC1=CC=C(C=C1)S(=O)(=O)O.NC/C(/COC1=CC2=C(N=C(O2)NC(C(=O)NC)CC2=CC=CC=C2)C=C1)=C/F